N[C@H]1CN(CCC1)N=O (R)-3-amino-N-nitrosopiperidine